C(C1=CC=CC=C1)OC1=CC=CC2=C1C(=C(S2)C)C(=O)NCC2NC(CC2)=O (benzyloxy)-2-methyl-N-[(5-oxopyrrolidin-2-yl)methyl]-1-benzothiophene-3-carboxamide